tert-butyl (2S,3S)-3-{[(2S)-1-(benzyloxy)-3-methyl-1-oxobutan-2-yl](methyl)carbamoyl}-2-{[(4-methylbenzenesulfonyl)oxy]methyl}pyrrolidine-1-carboxylate C(C1=CC=CC=C1)OC([C@H](C(C)C)N(C(=O)[C@@H]1[C@H](N(CC1)C(=O)OC(C)(C)C)COS(=O)(=O)C1=CC=C(C=C1)C)C)=O